NC1=NC=CC(=C1Cl)C1=NNC=2N=C(N(C(C21)=O)C)N2CCC1([C@@H](C=3N(N=CC3)C1)N)CC2 (S)-3-(2-amino-3-chloropyridin-4-yl)-6-(4'-amino-4'H,6'H-spiro[piperidine-4,5'-pyrrolo[1,2-b]pyrazole]-1-yl)-5-methyl-1,5-dihydro-4H-pyrazolo[3,4-d]pyrimidin-4-one